CN1N=C2C=CC=C(C2=C1)C1=NN(C2=C(C=CC=C12)C)C=1C=CC(=NC1)N1[C@H]2C[C@H]([C@@H](C1)CC2)C(=O)O (1R,4S,5R)-2-(5-{2',7-dimethyl-1H,2'H-[3,4'-biindazol]-1-yl}pyridin-2-yl)-2-azabicyclo[2.2.2]octane-5-carboxylic acid